NC1=NC=NN2C1=C(C=C2[C@@]2(O[C@@H]([C@H]([C@H]2O)O)CO)C#N)[2H] (2R,3R,4S,5R)-2-(4-amino-5-deuteropyrrolo[2,1-f][1,2,4]triazin-7-yl)-3,4-dihydroxy-5-(hydroxymethyl)tetrahydrofuran-2-carbonitrile